[Na+].[Na+].[Na+].P(=O)([O-])([O-])OCC(=O)[C@@H](O)[C@H](O)[C@H](O)COP(=O)([O-])O Fructose 1,6-Bisphosphate Trisodium Salt